5-chloro-2-methyl-N-((1r,4r)-4-((3-(4-(1-methyl-1H-pyrazol-4-yl)phenyl)-2-oxo-2,3-dihydro-1H-benzo[d]imidazol-1-yl)methyl)cyclohexyl)nicotinamide ClC=1C=NC(=C(C(=O)NC2CCC(CC2)CN2C(N(C3=C2C=CC=C3)C3=CC=C(C=C3)C=3C=NN(C3)C)=O)C1)C